CC1=C(C=C(C=C1)C(=O)N1CCC(CC1)C1=CC=C(C=C1)OC1=CC=CC=C1)NS(=O)(=O)CC1=CC=CC=C1 N-(2-methyl-5-(4-(4-phenoxyphenyl)piperidine-1-carbonyl)phenyl)-1-phenylmethane-sulfonamide